N-isopropyl-N-(m-tolyl)thiazolidine-2-carboxamide C(C)(C)N(C(=O)C1SCCN1)C=1C=C(C=CC1)C